2-(5-ethyl-1-(6-p-toluenesulfonylimidazo[4,5-d]pyrrolo[2,3-b]pyridin-1(6H)-yl)pyrrolidin-3-ylidene)acetonitrile C(C)C1CC(CN1N1C=NC=2C1=C1C(=NC2)N(C=C1)S(=O)(=O)C1=CC=C(C)C=C1)=CC#N